N-(pyridin-4-ylmethyl)-6-(1H-pyrrolo[2,3-b]pyridin-3-yl)quinazolin-4-amine N1=CC=C(C=C1)CNC1=NC=NC2=CC=C(C=C12)C1=CNC2=NC=CC=C21